(2R,3S)-3-({4-[(2S)-2-cycloheptyl-2-[(1-ethyl-1H-pyrazol-5-yl)formamido]acetamido]-3-fluorophenyl}-1-(4-hydroxy-4-methylpiperidin-1-yl)-1-oxobutan-2-yl)propanamide C1(CCCCCC1)[C@@H](C(=O)NC1=C(C=C(C=C1)CC[C@@H](C(=O)N1CCC(CC1)(C)O)CCC(=O)N)F)NC(=O)C1=CC=NN1CC